FC1(CNC2(C1O)CCC(CC2)(F)F)F 3,3,8,8-Tetrafluoro-1-azaspiro[4.5]decan-4-ol